C(CCC)C1=NN(C(=C1O)CC(C)C)C(C)(C)C Butyl-5-isobutyl-1-tert-butyl-4-hydroxy-pyrazol